C1(=CC=C(C=C1)C1=NC(=CC(=N1)C1=C2C=CC=NC2=C2N=CC=CC2=C1)C=1C2=CC=CC=C2C=2C=CC=CC2C1)C1=CC=CC=C1 5-(2-([1,1'-biphenyl]-4-yl)-6-(phenanthren-9-yl)pyrimidin-4-yl)-1,10-phenanthroline